ClC=1C=C(C=NC1OC)C=1C2=C(N(N1)C(=O)N1CCN3CCC1CC3)CCC2 [3-(5-chloro-6-methoxy-3-pyridyl)-5,6-dihydro-4H-cyclopenta[c]pyrazol-1-yl]-(1,4-diazabicyclo-[3.2.2]nonan-4-yl)meth-anone